NC1=C(C(NC2=CC(=CC=C12)C1CCC1)=O)C(=O)O 4-amino-7-cyclobutyl-2-oxo-1,2-dihydroquinoline-3-carboxylic acid